C(C)(C)(C)N1C=C(C=C1)C(=O)NCC1=NC(=NO1)C=1N(C2=CC=CC(=C2C1)N[C@@H]1[C@@H](CN(CC1)C)C)CC(F)(F)F 1-tert-butyl-N-{[3-(4-{[(3R,4S)-1,3-dimethylpiperidin-4-yl]amino}-1-(2,2,2-trifluoroethyl)-1H-indol-2-yl)-1,2,4-oxadiazol-5-yl]methyl}-1H-pyrrole-3-carboxamide